3-(5-amino-6-((1-(1-methylpiperidin-4-yl)-1H-pyrazol-4-yl)oxy)pyrazin-2-yl)-N-methyl-5-(pyrrolidin-1-yl)benzenesulfonamide NC=1N=CC(=NC1OC=1C=NN(C1)C1CCN(CC1)C)C=1C=C(C=C(C1)N1CCCC1)S(=O)(=O)NC